FC=1C(=C(C(=O)OC2=C(C(=C(C(=O)OC3=C(C(=C(C(=O)O)C(=C3C)C)C)C)C(=C2)C)C)C)C(=C(C1OC(C1=C(C=C(C=C1C)O)OC)=O)C)C)O 4-((4-((3-fluoro-2-hydroxy-4-((4-hydroxy-2-methoxy-6-methylbenzoyl)oxy)-5,6-dimethylbenzoyl)oxy)-2,3,6-trimethylbenzoyl)oxy)-2,3,5,6-tetramethylbenzoic acid